7-fluoro-6-methoxy-quinoline FC1=C(C=C2C=CC=NC2=C1)OC